C(C)(C)(C)NC(CCC=C)=O N-(tert-butyl)pent-4-enamide